4-nitrophenyl (2,5-dimethylphenyl)carbamate CC1=C(C=C(C=C1)C)NC(OC1=CC=C(C=C1)[N+](=O)[O-])=O